ClC=1C(=C(C=2N(N1)C=NN2)C2CC2)C 6-Chloro-8-cyclopropyl-7-methyl-[1,2,4]triazolo[4,3-b]pyridazine